O1C(=CC=C1)CO 2-furanemethanol